4,4'-thiobis-(6-tert-butyl-o-cresol) S(C=1C=C(C(=C(C1)C(C)(C)C)O)C)C=1C=C(C(=C(C1)C(C)(C)C)O)C